IC1=CC=C(OP(=O)(OC2=CC=C(C=C2)[N+](=O)[O-])N[C@@H](C)C(=O)OC(C)C)C=C1 Isopropyl ((4-iodophenoxy)(4-nitrophenoxy)phosphoryl)-L-alaninate